[K+].CC(CCC)(C)C=1C(=CC(=C(C(=O)[O-])C1)C)O 5-(1,1-dimethylbutyl)-4-hydroxy-2-methylbenzoic acid, potassium salt